C1(=CC=CC=C1)C=CC=CC1=CC=CC=C1 1,4-di-phenyl-1,3-butadiene